C(CCC)OC(C1=CC(OC)=C(O)C(OC)=C1)=O Butylsyringat